{[2-bromo-4-(2-carbamoyl-2-methanesulfonylaminoethyl)phenyl]difluoromethyl}-phosphonic acid BrC1=C(C=CC(=C1)CC(NS(=O)(=O)C)C(N)=O)C(F)(F)P(O)(O)=O